Cl.C(C)OC(CNN)=O.CC1CCC=2C1=NN(C2C(F)(F)F)CC(=O)OCC Ethyl 2-[6-methyl-3-(trifluoromethyl)-5,6-dihydro-4H-cyclopenta[c]pyrazol-2-yl]acetate Ethyl-hydrazinylacetate hydrochloride